4-{5,6-bis[(2H3)methyloxy]pyridazin-3-yl}benzaldehyde C(OC=1C=C(N=NC1OC([2H])([2H])[2H])C1=CC=C(C=O)C=C1)([2H])([2H])[2H]